COC(=O)C12CC(C1)(C2)CNC2=NC=NC1=C2SC=2N=NC(=C(C21)C)C 1-[[(3,4-dimethylpyrimidino[4',5':4,5]thieno[2,3-c]pyridazin-8-yl)amino]methyl]bicyclo[1.1.1]pentane-3-carboxylic acid methyl ester